5,6-bis(4-chlorophenyl)-5,6-diazaspiro[2.4]heptane-4,7-dione ClC1=CC=C(C=C1)N1C(C2(CC2)C(N1C1=CC=C(C=C1)Cl)=O)=O